FC1=C(C(=CC(=C1)N1[C@@H]([C@H](C1)NC=1OC(=NN1)C12CC(C1)(C2)OC)C)F)C2C(NC(CC2)=O)=O 3-(2,6-difluoro-4-((2R,3S)-3-((5-(3-methoxybicyclo[1.1.1]pentan-1-yl)-1,3,4-oxadiazol-2-yl)amino)-2-methylazetidin-1-yl)phenyl)piperidine-2,6-dione